BrCC1=CC=C(C=C1)CC#N 2-(4-bromomethyl-phenyl)-acetonitrile